N1=CC=CC=C2C1=C1C=CC=CC1=N2 indoloazepine